FC1(CCC(CC1)C=1N=NC=C(C1NC(=O)C1=CC(=NO1)OCC(F)F)C1=C(C=CC(=C1)F)F)F N-(3-(4,4-difluorocyclohexyl)-5-(2,5-difluorophenyl)pyridazin-4-yl)-3-(2,2-difluoroethoxy)isoxazole-5-carboxamide